N[C@@H]1CC[C@H](CC1)NC1=NC=C(C(=N1)C1=CC=CC(=N1)N1C(C=CC=C1)=O)F trans-6'-(2-((4-aminocyclohexyl)amino)-5-fluoropyrimidin-4-yl)-2H-[1,2'-bipyridin]-2-one